C(C)(C)(C)[Si](C)(C)OCC1=C(C(=CC=C1)Cl)C1=C(N=CS1)Cl tert-butyl-[[3-chloro-2-(4-chlorothiazol-5-yl)phenyl]methoxy]-dimethyl-silane